C(#N)[B-](C#N)(C#N)C#N.C(C)N1C=[N+](C=C1)C 1-ethyl-3-methylimidazolium Tetracyanoborate